cyclopentanediene C1=CC=CC1